tert-butyl 5-[6-[8-ethynyl-7-fluoro-3-(methoxymethoxy)-1-naphthyl]-5-fluoro-3,4-dimethyl-2,7-naphthyridin-1-yl]-2,5-diazabicyclo[2.2.2]octane-2-carboxylate C(#C)C=1C(=CC=C2C=C(C=C(C12)C=1C(=C2C(=C(N=C(C2=CN1)N1C2CN(C(C1)CC2)C(=O)OC(C)(C)C)C)C)F)OCOC)F